C(C)C1CC2=C(NC3=CC=CC=C23)CN1CC(C)(C)F 3-ethyl-2-(2-fluoro-2-methylpropyl)-2,3,4,9-tetrahydro-1H-pyrido[3,4-b]indole